FC(C1=NC=CC(=C1)C1=CC(=C(OC[C@](CC(C)C)(N)C)C=C1)S(F)(F)(F)(F)F)F (2S)-1-(4-[2-(difluoromethyl)pyridin-4-yl]-2-(pentafluoro-λ6-mercapto)phenoxy)-2,4-Dimethylpentan-2-amine